[3,5-bis(9H-carbazol-9-yl)phenyl]-2-phenylpyrimidine C1=CC=CC=2C3=CC=CC=C3N(C12)C=1C=C(C=C(C1)N1C2=CC=CC=C2C=2C=CC=CC12)C1=NC(=NC=C1)C1=CC=CC=C1